(4,6-dichloro-[1,3,5]triazin-2-yl)-(3-oxa-bicyclo[3.1.0]hex-6-yl)-amine ClC1=NC(=NC(=N1)Cl)NC1C2COCC12